FC1=C(C(=CC=C1)C)N1CCC(CC1)C1=CC=2C(=NC=CN2)N(C1=O)C1C=2N=CC=NC2CCC1 7-(1-(2-fluoro-6-methylphenyl)piperidin-4-yl)-5-(5,6,7,8-tetrahydroquinoxalin-5-yl)pyrido[2,3-b]pyrazin-6(5H)-one